C1(=CC=CC=C1)C1=C(C(=NN=N1)C=1C(=C(C2=C(OC3=C2C=CC=C3)C1)C1=CC=CC=C1)C1=CC=CC=C1)C1=CC=CC=C1 (diphenyltriazinyl)(diphenyldibenzofuran)